tert-butyl 4-(7-hydroxy-6-methoxyquinazolin-4-yl)-1,4-diazepan-1-carboxylate OC1=C(C=C2C(=NC=NC2=C1)N1CCN(CCC1)C(=O)OC(C)(C)C)OC